C(C)(C)(C)OC(=O)N1CC(CC1)C1=CC=C2C(=NN(C2=C1)C)C=1C(=NC(=CC1)OCC1=CC=CC=C1)OCC1=CC=CC=C1.CC1=C(C(=O)NC2=CC=C(C3=CC=CC=C23)S(NC(C2=C(C=CC=C2)N2CCCCC2)=O)(=O)=O)C=CC=C1 2-methyl-N-(4-(N-(2-(piperidin-1-yl)benzoyl)sulfamoyl)naphthalen-1-yl)benzamide tert-butyl-3-[3-(2,6-dibenzyloxy-3-pyridyl)-1-methyl-indazol-6-yl]pyrrolidine-1-carboxylate